CC=1C(=C2C(=C([C@@]3(C2=CC1)CC(CCC3)=O)F)F)Cl methyl-(1R)-4'-chloro-2',3'-difluoro-3-oxospiro[cyclohexane-1,1'-indene]